benzyl 4-(3-chloro-2-methylphenyl)-4-hydroxypiperidine-1-carboxylate ClC=1C(=C(C=CC1)C1(CCN(CC1)C(=O)OCC1=CC=CC=C1)O)C